C1(CCCCC1)C[C@@H](C(=O)N[C@H](C=O)CCC(=O)N(C)CCOCC)NC(OCC1=CC(=CC=C1)Cl)=O 3-chlorobenzyl ((S)-3-cyclohexyl-1-(((S)-5-((2-ethoxyethyl)(methyl)amino)-1,5-dioxopentan-2-yl)amino)-1-oxopropan-2-yl)carbamate